C(CCC)[Sn](C(C)=O)(C(C)=O)CCCC dibutyl-diacetyl-tin